2,3-difluoro-6-iodo-N-(1-methyl-1H-1,2,3-triazol-4-yl)benzamide FC1=C(C(=O)NC=2N=NN(C2)C)C(=CC=C1F)I